C(CCCCCCC)[Sn]=O Monooctyl-Tin Oxide